COC1=C(NC)C=C(C=C1)C 2-Methoxy-N,5-dimethylaniline